FC1=C(C=CC=C1NS(=O)(=O)NC)CN1C(OC2=C(C1)C=CC(=C2)N2C(CCCC2)=O)=O 3-{[2-fluoro-3-(methylaminosulfonylamino)phenyl]methyl}-7-(2-oxo-1-piperidyl)-3,4-dihydro-2H-1,3-benzoxazin-2-one